10-Hydroxy-icosan OC(CCCCCCCCC)CCCCCCCCCC